{(E)-(S)-14-[(E)-3-(5-Chloro-2-tetrazol-1-yl-phenyl)-acryloylamino]-9-oxo-8,16,18-triaza-tricyclo[13.2.1.02,7]octadeca-1(17),2,4,6,11,15(18)-hexaen-5-yl}-carbamic Acid methyl ester COC(NC1=CC=C2C3=CNC([C@H](C/C=C/CC(NC2=C1)=O)NC(\C=C\C1=C(C=CC(=C1)Cl)N1N=NN=C1)=O)=N3)=O